ClC1=CC(=CC=2CN(CCOC21)CC=2C=CC(=NC2)C(=O)O)N2C=CC1=CC(=CC=C21)F 5-{[9-chloro-7-(5-fluoroindol-1-yl)-3,5-dihydro-2H-1,4-benzoxazepin-4-yl]methyl}pyridine-2-carboxylic acid